OC=1C=C(C=CC1[N+](=O)[O-])N1C[C@H]2CN(C[C@H]2C1)C(=O)[O-] (3aR,6aS)-2-(3-hydroxy-4-nitrophenyl)-1,3,3a,4,6,6a-hexahydropyrrolo[3,4-c]pyrrole-5-carboxylate